trans-3-tridecene-1,1-dicarboxylic acid C(C\C=C\CCCCCCCCC)(C(=O)O)C(=O)O